(S)-tert-butyl 4-(6-cyclopropyl-7-(2,3-dimethoxyphenyl)-1-(2-isopropyl-4-methylpyridin-3-yl)-2-oxo-1,2-dihydropyrido[2,3-d]pyrimidin-4-yl)-3-methylpiperazine-1-carboxylate C1(CC1)C1=CC2=C(N(C(N=C2N2[C@H](CN(CC2)C(=O)OC(C)(C)C)C)=O)C=2C(=NC=CC2C)C(C)C)N=C1C1=C(C(=CC=C1)OC)OC